1,3-bis(hexoxy)-2-propanol C(CCCCC)OCC(COCCCCCC)O